1-(2-fluoro-4-(2-(1-methyl-1H-pyrazol-4-yl)pyridin-4-yloxy)phenyl)-3-(3-isopropyl-1-(quinolin-6-yl)-1H-pyrazol-5-yl)urea FC1=C(C=CC(=C1)OC1=CC(=NC=C1)C=1C=NN(C1)C)NC(=O)NC1=CC(=NN1C=1C=C2C=CC=NC2=CC1)C(C)C